(3-glycidyloxypropyl)-dimethyl-ethoxysilane C(C1CO1)OCCC[Si](OCC)(C)C